NC=1CCC(N1)C#N 5-amino-3,4-dihydro-(2H)pyrrole-2-carbonitrile